Ethyl (2Z)-2-[(4-bromophenyl)hydrazono]-2-chloro-acetate BrC1=CC=C(C=C1)N\N=C(\C(=O)OCC)/Cl